Br[B]Br dibromoboron